C(C)C1=CC=C2C=CC(OC2=C1)=O 7-Ethyl-Coumarin